FC1=C2C=CNC2=CC(=C1OC=1C=CC(=C(C1)C1=NC(=NN1C)C(C)C1=CC=C(S1)CCC(=O)OCC)F)F Ethyl 3-[5-[1-[5-[5-[(4,6-difluoro-1H-indol-5-yl)oxy]-2-fluoro-phenyl]-1-methyl-1,2,4-triazol-3-yl]ethyl]-2-thienyl]propanoate